4-(2-azidopropan-2-yl)-6-chloro-1-(((2R,4R)-4-(methylsulfonyl)pent-2-yl)oxy)-2,7-naphthyridine N(=[N+]=[N-])C(C)(C)C1=CN=C(C2=CN=C(C=C12)Cl)O[C@H](C)C[C@@H](C)S(=O)(=O)C